carbazole-4-amine C1=CC=C(C=2C3=CC=CC=C3NC12)N